C(C)(C)(C)OC(=O)N1C[C@@H](CCC1)NC1=NN=C(C2=CC=CC(=C12)C)C1=C(C=C(C=C1)C)OC (R)-3-((4-(2-methoxy-4-methylphenyl)-8-methylphthalazin-1-yl)amino)piperidine-1-carboxylic acid tert-butyl ester